3-(1-((9H-fluoren-9-yl)amino)-2,2-difluoro-4-(triethylsilyl)but-3-yn-1-yl)azetidine-1-carboxylic acid tert-butyl ester C(C)(C)(C)OC(=O)N1CC(C1)C(C(C#C[Si](CC)(CC)CC)(F)F)NC1C2=CC=CC=C2C=2C=CC=CC12